ClC=1C=C(C(NOC(=O)C2=NNC(C=C2)=O)=N)C=CC1 3-chloro-N-((6-oxo-1,6-dihydropyridazine-3-carbonyl)oxy)benzimidamide